(p-chlorophenyl)-3-cyano-4-bromo-5-trifluoromethylpyrrole ClC1=CC=C(C=C1)C=1NC(=C(C1C#N)Br)C(F)(F)F